1-benzhydryl-3-(4-bromophenyl)azetidine-3-carbonitrile C(C1=CC=CC=C1)(C1=CC=CC=C1)N1CC(C1)(C#N)C1=CC=C(C=C1)Br